diiodol [IH]1[IH]CC=C1